4-methoxy-N-[(1s,4s)-4-({2-cyanoimidazo[1,2-a]pyridin-5-yl}amino)cyclohexyl]benzamide COC1=CC=C(C(=O)NC2CCC(CC2)NC2=CC=CC=3N2C=C(N3)C#N)C=C1